(thieno[3,2-b]thiophene) oxalate C(C(=O)O)(=O)O.S1C2=C(C=C1)SC=C2